benzyl (R)-3,4-dichloro-1-fluoro-12-oxo-6a,7,9,10-tetrahydro-12H-pyrazino[2,1-c]pyrido[3,4-f][1,4]oxazepine-8(6H)-carboxylate ClC1=C(C2=C(C(N3[C@@H](CO2)CN(CC3)C(=O)OCC3=CC=CC=C3)=O)C(=N1)F)Cl